ClC1=C(C2=C(N=N1)N(CC2)[C@@H]2C(NCC2)=O)C (3S)-3-(3-chloro-4-methyl-5,6-dihydro-7H-pyrrolo[2,3-C]pyridazin-7-yl)pyrrolidin-2-one